C(\C=C\C(=O)OC)(=O)OC(C)C(N(C)CC(=O)OCC)=O 1-{N-[(ethoxycarbonyl)methyl]-N-methylcarbamoyl}ethyl methyl (2E)-but-2-ene-1,4-dioate